CC1=C(N=C(S1)NC(OC(C)(C)C)=O)C=1C=C2CCN(C2=CC1)C(=O)C1=CN=CN1C tert-butyl 5-methyl-4-(1-(1-methyl-1H-imidazole-5-carbonyl) indolin-5-yl)thiazol-2-ylcarbamate